2-(3-hydroxy-4-chlorobenzylamino)-4-(4-tert-butylaminopiperidin-1-yl)quinoline hydrochloride salt Cl.OC=1C=C(CNC2=NC3=CC=CC=C3C(=C2)N2CCC(CC2)NC(C)(C)C)C=CC1Cl